(2S)-2-(4,4-difluoro-3-(6-oxo-5-(2,2,2-trifluoro-1-hydroxyethyl)-1,6-dihydropyridin-3-yl)piperidin-1-yl)-N-(5-(2,4-difluorophenoxy)pyridin-2-yl)propanamide FC1(C(CN(CC1)[C@H](C(=O)NC1=NC=C(C=C1)OC1=C(C=C(C=C1)F)F)C)C1=CNC(C(=C1)C(C(F)(F)F)O)=O)F